indole-3-methanol N1C=C(C2=CC=CC=C12)CO